C(CN)C(C(=O)O)F DL-4-AMINO-2-FLUOROBUTYRIC ACID